C1(CC1)NS(=O)(=O)C=1C=C(C=2N(C1)C(=NC2)C=2SC(=NN2)C(F)(F)F)N2CC1=NN(C=C1C2)S(=O)(=O)C N-cyclopropyl-8-(2-(methylsulfonyl)-2,6-dihydropyrrolo[3,4-c]pyrazol-5(4H)-yl)-3-(5-(trifluoromethyl)-1,3,4-thiadiazol-2-yl)imidazo[1,5-a]pyridine-6-sulfonamide